(S)-5-(3-(1-(3-cyano-6-methyl-4-(trifluoromethyl)pyridin-2-yl)-N-(4-fluorophenyl)pyrrolidine-2-carboxamido)prop-1-yn-1-yl)-N-methylpicolinamide C(#N)C=1C(=NC(=CC1C(F)(F)F)C)N1[C@@H](CCC1)C(=O)N(C1=CC=C(C=C1)F)CC#CC=1C=CC(=NC1)C(=O)NC